8-(4-(4-(benzo[d]isothiazol-3-yl)piperazin-1-yl)butoxy)-5,6-dihydro-1H-pyrrolo[3,2,1-ij]quinolin-4(2H)-one S1N=C(C2=C1C=CC=C2)N2CCN(CC2)CCCCOC=2C=C1CCC(N3C1=C(C2)CC3)=O